CC1OC(C(O1)C)C 2-methyl-4,5-dimethyl-1,3-dioxolane